C(O)(=O)OC1=CC=C(C=C1)C(C)(C)C1=CC=CC=C1 dl-para-cumyl-phenol carbonate